C1CC12CC(C2)CO spiro[2.3]Hexan-5-ylmethanol